CCCCCCCCCCN 10-decylamine